trans-3-(5-methoxy-1H-indol-3-yl)-1-(4-pyridinyl)-2-propen-1-one COC=1C=C2C(=CNC2=CC1)/C=C/C(=O)C1=CC=NC=C1